1-(3-(5-amino-3-(5-((4-cyclopropylpyridin-2-yl)oxy)pyridin-2-yl)imidazo[1,5-c]pyrimidin-1-yl)pyrrolidin-1-yl)but-2-yn-1-one NC1=NC=CC=2N1C(=NC2C2CN(CC2)C(C#CC)=O)C2=NC=C(C=C2)OC2=NC=CC(=C2)C2CC2